C(C)(=O)C1=CC(=C2C=C(C=CN12)OC)C(=O)NC1=C(C(=CC=C1)C1=CC=NN1C)F 3-acetyl-N-(2-fluoro-3-(1-methyl-1H-pyrazol-5-yl)phenyl)-7-methoxyindolizine-1-carboxamide